C(C)C1(CCC=2C1=NC(=CC2)NC2=NC(=NC=C2C#N)NC2=CC=C(C=C2)N2CCC1(CC2)CCN(CC1)C)O 4-[(7-ethyl-7-hydroxy-5,6-dihydrocyclopenta[b]pyridin-2-yl)amino]-2-[4-(9-methyl-3,9-diazaspiro[5.5]undecan-3-yl)anilino]pyrimidine-5-carbonitrile